(2S)-1-[1-(4-prop-2-ynyloxyphenyl)cyclopropanecarbonyl]-N-[(1S)-1-(2-amino-2-oxo-ethyl)prop-2-ynyl]pyrrolidine-2-carboxamide C(C#C)OC1=CC=C(C=C1)C1(CC1)C(=O)N1[C@@H](CCC1)C(=O)N[C@H](C#C)CC(=O)N